C1(CC1)COC1=C(C=CC=C1)CCC(C)=O 4-(2-cyclopropylmethoxyphenyl)-2-butanone